CC([C@@H](C)N)(C)C (R)-3,3-dimethylbutan-2-amine